NC1=NN2C(N=CC=C2)=C1C(=O)NC(C)C1=CC(=C2C=NNC2=C1C1=CC=CC=C1)Cl 2-amino-N-(1-(4-chloro-7-phenyl-1H-indazol-6-yl)ethyl)pyrazolo[1,5-a]pyrimidine-3-carboxamide